CC1(CC(=NO1)S(=O)(=O)CC1=C(C(=C(C(=C1F)F)CO)F)F)C (4-(((5,5-dimethyl-4,5-dihydroisoxazol-3-yl)sulfonyl)methyl)-2,3,5,6-tetrafluorophenyl)methanol